5-(6-chloro-3-((1-(2-(dimethylamino)-3,6-dimethyl-4-oxo-4H-chromen-8-yl)ethyl)amino)pyridin-2-yl)-2-(4,4,5,5-tetramethyl-1,3,2-dioxaborolan-2-yl)benzaldehyde ClC1=CC=C(C(=N1)C=1C=CC(=C(C=O)C1)B1OC(C(O1)(C)C)(C)C)NC(C)C=1C=C(C=C2C(C(=C(OC12)N(C)C)C)=O)C